CC(=O)O[C@H]1CCC2=CC(=C(C=C2)OC)C3=C(C=CC(=C3)CC[C@H]4C[C@H]5CCC[C@H](C1)N5CO4)O The molecule is a piperidine alkaloid that is lythranidine with the hydroxy group C-10 esterified into an acetate and a methylene bridge formed between the hydroxy at C-9 and the piperidine nitrogen. It derives from a lythranidine.